CC(CCOP(O)(O)=O)CC\C=C(\CCC=C(C)C)/C {[(6E)-3,7,11-trimethyldodeca-6,10-dien-1-yl]oxy}phosphonic acid